1,1',1''-nitrilotripropan-2-ol N(CC(C)O)(CC(C)O)CC(C)O